C(C)(C)(C)OC(=O)N1CCC(CC1)N1C(NC2=C1C=CC=C2C=2C=NC(=CC2)CO)=O 4-{4-[6-(hydroxymethyl)pyridin-3-yl]-2-oxo-2,3-dihydro-1H-1,3-benzodiazol-1-yl}piperidine-1-carboxylic acid tert-butyl ester